(E)-4-phenyl-3-buten-2-one C1(=CC=CC=C1)/C=C/C(C)=O